CC1(C2CCC34C(C2(CCC1)C)CCC(OC3)(O4)C)C 5,5,9,13-tetramethyl-14,16-dioxatetracyclo[11.2.1.01,10.04,9]hexadecane